P(O)(=O)Cl.P(=O)(Cl)(Cl)Cl Phosphoryl chloride (phosphonochloridate)